S(=O)(=O)(O)[O-] hydrogen monosulfate